FC=1C(=CC(=C(C1)N1C(C=CC2=CC(=CC=C12)S(=O)(=O)NC1=NOC=C1)=O)OC)[C@H]1[C@@H](C1)C(F)(F)F (P)-1-(5-fluoro-2-methoxy-4-((1R,2R)-2-(trifluoromethyl)cyclopropyl)phenyl)-N-(isoxazol-3-yl)-2-oxo-1,2-dihydroquinoline-6-sulfonamide